5-(5-((4'-chloro-5,5-dimethyl-3,4,5,6-tetrahydro-[1,1'-biphenyl]-2-yl)methyl)-2,5-diazabicyclo[2.2.2]octane-2-yl)-2-(2,6-dioxopiperidin-3-yl)-6-fluoroisoindoline ClC1=CC=C(C=C1)C1=C(CCC(C1)(C)C)CN1C2CN(C(C1)CC2)C=2C=C1CN(CC1=CC2F)C2C(NC(CC2)=O)=O